NC1=CC=C(C=C1)N1CCC2(CC1)CCN(CC2)CCC2CCN(CC2)C2=CC=C1CN(C(C1=C2)=O)C2C(NC(CC2)=O)=O 3-[6-[4-[2-[3-(4-aminophenyl)-3,9-diazaspiro[5.5]undecan-9-yl]ethyl]-1-piperidyl]-1-oxo-isoindolin-2-yl]piperidine-2,6-dione